[F-].O water, fluoride salt